4-(4-aminopyridin-2-yl)-2-methylbutan-3-yn-2-ol NC1=CC(=NC=C1)C#CC(C)(O)C